tert-butyl N-(3-{8-bromo-3-[(trifluoromethyl)sulfanyl]indolizin-2-yl}prop-2-yn-1-yl)-N-[5-(dimethylphosphoryl)-3-methoxypyridin-2-yl]carbamate BrC1=CC=CN2C(=C(C=C12)C#CCN(C(OC(C)(C)C)=O)C1=NC=C(C=C1OC)P(=O)(C)C)SC(F)(F)F